6-((3-Cyanobicyclo[1.1.1]pentan-1-yl)methoxy)-4-(6-(6-((6-methoxypyridin-3-yl)methyl)-3,6-diazabicyclo[3.1.1]heptan-3-yl)pyridin-3-yl)pyrazolo[1,5-a]pyridine-3-carbonitrile C(#N)C12CC(C1)(C2)COC=2C=C(C=1N(C2)N=CC1C#N)C=1C=NC(=CC1)N1CC2N(C(C1)C2)CC=2C=NC(=CC2)OC